CN1C(=NC2=C1C=CC=C2)C=2C=C(C1=C(N(C(=N1)CCC)CC1=CC=C(C=C1)C=1C(=CC=CC1)C(=O)O)C2)C 4'-[(1,4'-Dimethyl-2'-propyl[2,6'-bi-1H-benzimidazol]-1'-yl)methyl][1,1'-biphenyl]-2-carboxylic acid